OC(C)(C)C1CC(C1)C(=O)N 3-(2-hydroxypropan-2-yl)cyclobutane-1-carboxamide